N1=C(C=CC=C1)C1=NC(=NC(=N1)C1=NC=CC=C1)C1=NC=CC=C1 2,4,6-tris(2-pyridyl)-1,3,5-triazine